COCCOC1=CC(=NC(=C1)S(=O)(=O)C)NC1=CC(=NC=C1C1=NN2C(C=NC=C2)=C1)NC(C)=O N-(4-((4-(2-methoxyethoxy)-6-(methylsulfonyl)pyridin-2-yl)amino)-5-(pyrazolo[1,5-a]pyrazin-2-yl)pyridin-2-yl)acetamide